3-(5-(3,3-difluoro-1-(piperidin-4-ylmethyl)piperidin-4-yl)-1-oxoisoindolin-2-yl)piperidine-2,6-dione FC1(CN(CCC1C=1C=C2CN(C(C2=CC1)=O)C1C(NC(CC1)=O)=O)CC1CCNCC1)F